NCCN1C(=C(C2=C1N=CN=C2)C2=CC(=C(C=C2)OC2=NC(=CC=C2)C)F)Br 7-(2-Aminoethyl)-6-bromo-5-(3-fluoro-4-((6-methylpyridin-2-yl)oxy)phenyl)-7H-pyrrolo[2,3-d]pyrimidine